[Br+].[Cu+] copper (I) bromine